N1(CCNCCC1)CCS(=O)(=O)C1=CC=C(C=C1)S(=O)(=O)C1=CC=C(S1)CNC(OC(C)(C)C)=O tert-Butyl ((5-((4-((2-(1,4-diazepan-1-yl)ethyl)sulfonyl)phenyl)sulfonyl)thiophen-2-yl)methyl)carbamate